CC1=NOC(=C1C1=CC=C2C=3N(C(COC31)C=3C(=NC=CC3)C(=O)NCC)C(N2)=O)C 3-[7-(3,5-dimethylisoxazol-4-yl)-2-oxo-1,2,4,5-tetrahydroimidazo[1,5,4-de][1,4]benzoxazin-4-yl]-N-ethylpyridine-2-carboxamide